ClC=1C=CC=2N=CN=C(C2N1)NC1=CC(=C(C=C1)OC[C@H]1COCC1)Cl (R)-6-Chloro-N-(3-chloro-4-((tetrahydrofuran-3-yl)methoxy)phenyl)pyrido[3,2-d]pyrimidin-4-amine